C12CN(CC(CC1)N2)C2=NC1=CC=C(C=C1C(=N2)C=2SC(=NN2)C(F)F)S(=O)(=O)NC2(CC2)C 2-(3,8-diazabicyclo[3.2.1]octan-3-yl)-4-(5-(difluoromethyl)-1,3,4-thiadiazol-2-yl)-N-(1-methylcyclopropyl)quinazoline-6-sulfonamide